NC1=NC=2C(=CC=CC2C=2N1C=C(N2)C(=O)N2[C@@H](COCC2)C)OC (R)-(5-amino-7-methoxyimidazo[1,2-c]quinazolin-2-yl)(3-methylmorpholino)methanone